N1=CC=C(C=C1)C(=O)C1=CC=C(C=C1)OC(F)(F)F 4-pyridyl-[4-(trifluoromethoxy) phenyl] ketone